C1(=CC=CC=C1)SC(=O)SCCC(=O)O 3-((phenylthio)carbonyl-thio)propionic acid